O=C1NC=CN1 2-oxo-2,3-dihydroimidazole